F\C(=C/CN)\C(S(=O)(=O)C1=C(C=CC=C1)OCC1=CC=C(C=C1)S(=O)(=O)C)(F)F (Z)-3,4,4-trifluoro-4-((2-((4-(methylsulfonyl)benzyl)oxy)phenyl)sulfonyl)but-2-en-1-amine